trans-N-(6-(1-methyl-1H-imidazol-5-yl)isoquinolin-3-yl)-4-((4-methylpiperazin-1-yl)methyl)cyclohexane-1-carboxamide CN1C=NC=C1C=1C=C2C=C(N=CC2=CC1)NC(=O)[C@@H]1CC[C@H](CC1)CN1CCN(CC1)C